C12CCC(CC1)N2C2=NC(=CC1=C2N=C(N=C1)NC1=NC=2CCN(CC2C=C1)C(=O)C1CN(C1)C)C1COC1 [2-[[8-(7-azabicyclo[2.2.1]heptan-7-yl)-6-(oxetan-3-yl)pyrido[3,4-d]pyrimidin-2-yl]amino]-7,8-dihydro-5H-1,6-naphthyridin-6-yl]-(1-methylazetidin-3-yl)methanone